N-[rac-(1S,3S)-3-aminocyclopentyl]benzamide N[C@@H]1C[C@H](CC1)NC(C1=CC=CC=C1)=O |r|